C(C=C)(=O)N=C=O Acrylic-Isocyanate